Cl.FC=1C=C(C=C(C1N1CCN(CC1)CC1(CCNCC1)C)F)NC1C(NC(CC1)=O)=O 3-((3,5-difluoro-4-(4-((4-methylpiperidin-4-yl)methyl)piperazin-1-yl)phenyl)amino)piperidine-2,6-dione hydrochloride